methyl (Z)-(3-((4-((2-(diethylamino)ethyl)carbamoyl)-3,5-dimethyl-1H-pyrrol-2-yl)methylene)-5-fluoro-2-oxoindoline-1-carbonyl)-L-lysinate hydrochloride Cl.C(C)N(CCNC(=O)C=1C(=C(NC1C)\C=C\1/C(N(C2=CC=C(C=C12)F)C(=O)N[C@@H](CCCCN)C(=O)OC)=O)C)CC